7-chloro-3-isopropyl-5-phenyl-1,3-dihydro-2H-benzo[e][1,4]diazepiN-2-one ClC1=CC2=C(NC(C(N=C2C2=CC=CC=C2)C(C)C)=O)C=C1